ethyl (S)-2-((tert-butoxycarbonyl)amino)-5-oxohexanoate C(C)(C)(C)OC(=O)N[C@H](C(=O)OCC)CCC(C)=O